7-methyl-6-thioguanosine C[N+]1=CN([C@H]2[C@H](O)[C@H](O)[C@@H](CO)O2)C=2N=C(NC(C12)=S)N